((2S,3R,4S)-5-chloro-6-fluoro-3-(hydroxymethyl)-2-((methylamino)methyl)-2-phenyl-2,3-dihydrobenzofuran-4-yl)-3-fluoro-4-methoxybenzamide ClC=1C(=CC2=C([C@@H]([C@](O2)(C2=CC=CC=C2)CNC)CO)C1C1=C(C(=O)N)C=CC(=C1F)OC)F